C1(CC1)C1C(NC2=C(C=CC=C2N1)S(=O)(=O)C)=O 3-cyclopropyl-8-methylsulfonyl-3,4-dihydro-1H-quinoxalin-2-one